tert-butyl 3-pent-4-ynoxyazetidine-1-carboxylate C(CCC#C)OC1CN(C1)C(=O)OC(C)(C)C